1,3'-dimethyl-5-nitro-2,2'-dioxospiro[indoline-3,5'-oxazolidine]-6-carboxylic acid methyl ester COC(=O)C1=C(C=C2C(=C1)N(C(C21CN(C(O1)=O)C)=O)C)[N+](=O)[O-]